(2S,4r)-1-[(2S)-2-(4-cyclopropyltriazol-1-yl)-3,3-dimethyl-butyryl]-4-hydroxy-N-(2-sulfamoylpropyl)pyrrolidine-2-carboxamide C1(CC1)C=1N=NN(C1)[C@H](C(=O)N1[C@@H](C[C@H](C1)O)C(=O)NCC(C)S(N)(=O)=O)C(C)(C)C